5-{2-[2-(5,7-dimethylquinoline-8-sulfonamido)phenyl]ethynyl}pyridine-2-carboxylic acid CC1=C2C=CC=NC2=C(C(=C1)C)S(=O)(=O)NC1=C(C=CC=C1)C#CC=1C=CC(=NC1)C(=O)O